N12CC(C(CC1)CC2)N(C(O)=O)[C@H]2C(COC1=CC(=CC=C21)C=2C=C1C=CC=NC1=CC2)(C)C.FC2(CC(C2)NC=2C=CC(=NC2NC2CC(C2)(F)F)CC(CC)=O)F 1-[5,6-bis[(3,3-difluorocyclobutyl)amino]-2-pyridinyl]butanone (S)-quinuclidin-3-yl-(3,3-dimethyl-7-(quinolin-6-yl)chroman-4-yl)carbamate